SCC(=O)OC(C1=CC(=C(C(=C1)C)O)C)CCCCCCCCCCCCCCCCCC octadecyl-4-hydroxy-3,5-dimethylbenzyl mercapto-acetate